ClC1=C(C=CC=C1)N1N=C(C=C1C1=CC=CC=C1)C(=O)OC methyl 1-(2-chloro-phenyl)-5-phenyl-1H-pyrazole-3-carboxylate